C(CCC)O[W](OCCCC)(OCCCC)OCCCC tetrabutoxytungsten (IV)